2-ethyl-6-(4-methoxyphenyl)-N4-(4-(trifluoromethoxy)phenyl)-1,3,5-triazine-2,4-diamine C(C)C1(NC(=NC(=N1)NC1=CC=C(C=C1)OC(F)(F)F)C1=CC=C(C=C1)OC)N